NCC=1C=C(C=CC1)N1N=C(C=C1C(=O)NC1=C(C=CC(=C1)C(NCC1CC1)C1=CC=C(C=C1)C#N)F)C(F)(F)F 1-(3-(aminomethyl)phenyl)-N-(5-((4-cyanophenyl)(cyclopropylmethylamino)methyl)-2-fluorophenyl)-3-(trifluoromethyl)-1H-pyrazole-5-carboxamide